CN1C(N(C2=NC(=NC=C12)NC1=CC2=C(OCO2)C=C1C)C12CC(C1)(C2)C(F)(F)F)=O 7-methyl-2-((6-methylbenzo[d][1,3]dioxol-5-yl)amino)-9-(3-(trifluoromethyl)bicyclo[1.1.1]pentan-1-yl)-7,9-dihydro-8H-purin-8-one